FC1=C(C=CC(=C1NS(=O)(=O)C1=CC=CC=C1)F)NC(C1=CC=CC=C1)=O N-(2,4-difluoro-3-(phenylsulphonylamino)phenyl)benzamide